tert-butyl 6-[5-(1-methoxy-3-methyl-1-oxobutan-2-yl)-4-methyl-1,2-oxazol-3-yl]-2,6-diazaspiro[3.3]heptane-2-carboxylate COC(C(C(C)C)C1=C(C(=NO1)N1CC2(CN(C2)C(=O)OC(C)(C)C)C1)C)=O